O=C1NC(CCC1NC1=CC=C(C=C1)C1CCN(CC1)CC1CCN(CC1)C1=CC=C(C=N1)NC1=NC=CC(=N1)C1=CC(=C(CNC(=O)N2CC(C2)OC(C)C)C=C1)C)=O N-(4-(2-((6-(4-((4-(4-((2,6-dioxopiperidin-3-yl)amino)phenyl)piperidin-1-yl)methyl)piperidin-1-yl)pyridin-3-yl)amino)pyrimidin-4-yl)-2-methylbenzyl)-3-isopropoxyazetidine-1-carboxamide